5-(n-butyl)-1,3,3-trimethylcyclohexanecarbonitrile C(CCC)C1CC(CC(C1)(C#N)C)(C)C